N1(CCC1)S(=O)(=O)Cl 1-Azetidine-sulfonyl chloride